{2-[(α-L-fucopyranosyl)oxy]ethyl}adipamide [C@@H]1([C@@H](O)[C@H](O)[C@H](O)[C@@H](O1)C)OCCC(C(=O)N)CCCC(=O)N